1-[1-benzyl-4-(cyanomethyl)-4-piperidyl]-3-(cyclopropanecarbonylamino)pyrazole-4-carboxamide C(C1=CC=CC=C1)N1CCC(CC1)(CC#N)N1N=C(C(=C1)C(=O)N)NC(=O)C1CC1